C(C)OC(CN1C[C@H](CCC1)CCCCOC1=C(C(=CC=C1)Br)C)=O.ClC1=NC=C(C(=N1)Cl)CN1CCC(CC1)C 2,4-dichloro-5-((4-methylpiperidin-1-yl)methyl)pyrimidine ethyl-2-[(3S)-3-[4-(3-bromo-2-methyl-phenoxy)butyl]-1-piperidyl]acetate